benzyl (2-(2-(2-(3-chloro-5-(4-(8-chlorocinnolin-4-yl)piperazin-1-yl)phenoxy)ethoxy)ethoxy)ethyl)carbamate ClC=1C=C(OCCOCCOCCNC(OCC2=CC=CC=C2)=O)C=C(C1)N1CCN(CC1)C1=CN=NC2=C(C=CC=C12)Cl